(((4-(2-allyloxyphenyl)butan-2-yl)amino)methyl)cyclohexanol C(C=C)OC1=C(C=CC=C1)CCC(C)NCC1(CCCCC1)O